8-bromoisoquinolin-3-yl trifluoromethanesulfonate FC(S(=O)(=O)OC=1N=CC2=C(C=CC=C2C1)Br)(F)F